3-[(4S,6R)-2-(4-fluoro-3,5-dimethylphenyl)-4,6-dimethyl-4,5,6,7-tetrahydropyrazolo[4,3-c]Pyridin-3-yl]-1H-imidazol-2-one FC1=C(C=C(C=C1C)N1N=C2C([C@@H](N[C@@H](C2)C)C)=C1N1C(NC=C1)=O)C